7-(3-trifluoromethoxybenzenesulfonyl)-2-amino-7H-pyrrolo[2,3-d]pyrimidine FC(OC=1C=C(C=CC1)S(=O)(=O)N1C=CC2=C1N=C(N=C2)N)(F)F